Diethyl((R)-2-((2R,3S)-3-hydroxytetrahydrofuran-2-yl)propyl)phosphonate C(C)OP(OCC)(=O)C[C@H](C)[C@H]1OCC[C@@H]1O